2,2-bis(tetrahydrofuranyl)propane O1C(CCC1)C(C)(C)C1OCCC1